CC1=NOC(=C1C1=CC(=C(N[C@@H]2CC[C@H](CC2)OC)C=C1)[N+](=O)[O-])C 4-(3,5-dimethylisoxazol-4-yl)-N-(trans-4-methoxycyclohexyl)-2-nitroaniline